tri(n-butyl)ammonium tetrakis(p-tolyl)borate C1(=CC=C(C=C1)[B-](C1=CC=C(C=C1)C)(C1=CC=C(C=C1)C)C1=CC=C(C=C1)C)C.C(CCC)[NH+](CCCC)CCCC